FC=1C=CC=C2C=CC(=NC12)C 8-fluoro-2-methylquinolin